N(C(=O)O)C(=O)O azacarbenedicarboxylic acid